catechol-glutaraldehyde C1(O)=C(O)C(=CC=C1)C(CCCC=O)=O